NC[C@@H]1[C@@](C1)(C(=O)N(CC)CC)C1=CC=CC=C1 |o1:2,3| (1R*-2S*)-2-(aminomethyl)-N,N-diethyl-1-phenylcyclopropanecarboxamide